C(C)(C)(C)OC(C(CCC)N(C(=S)NCC=1C=NC=CC1)C1=CC=C(C=C1)S(=O)(=O)N1CCNCC1)=O (1-(4-(piperazin-1-ylsulfonyl)phenyl)-3-(pyridin-3-ylmethyl)thioureido)pentanoic acid tert-butyl ester